CC1=CC=2C(=NC=C(C2)N2C(NC3=C2C=CC=C3)=O)N1 3-(2-methyl-1H-pyrrolo[2,3-b]pyridin-5-yl)-2-oxo-2,3-dihydro-1H-benzo[d]imidazol